N1C(=CC=C1)C=C1C(NC(=N1)C1=CC=C(C=C1)C(C)(C)C)=O 5-((1H-pyrrol-2-yl)methylene)-2-(4-(tert-butyl)phenyl)-3,5-dihydro-4H-imidazol-4-one